(3,3-difluorocyclopentyl)ammonium chloride [Cl-].FC1(CC(CC1)[NH3+])F